N-(6-Acetyl-3-(2-chloro-5-fluorophenyl)-1-oxoisoindolin-4-yl)-3-fluoro-5-(trifluoromethyl)benzamide C(C)(=O)C1=CC(=C2C(NC(C2=C1)=O)C1=C(C=CC(=C1)F)Cl)NC(C1=CC(=CC(=C1)C(F)(F)F)F)=O